NC=1N=C(SC1C(C1=CC=C(C=C1)C)=O)N(C1=CC=C(C=C1)F)[C@H](C(=O)N)C (S)-2-(N-[4-Amino-5-(4-methylbenzoyl)thiazol-2-yl]-4-fluoroanilino)propanamid